ClC1=NC(=NC(=C1I)Cl)N 4,6-dichloro-5-iodopyrimidin-2-amine